methylglucamine sesquistearate C(CCCCCCCCCCCCCCCCC)(=O)O.CNC[C@H](O)[C@@H](O)[C@H](O)[C@H](O)CO.C(CCCCCCCCCCCCCCCCC)(=O)O.C(CCCCCCCCCCCCCCCCC)(=O)O.CNC[C@H](O)[C@@H](O)[C@H](O)[C@H](O)CO